C1(CC1)C(C)N1C=NC(=C1C=1C=CC=2N(C1)C(=CN2)C#N)C2=CC=C(C=C2)F 6-(1-(1-cyclopropylethyl)-4-(4-fluorophenyl)-1H-imidazol-5-yl)imidazo[1,2-a]pyridine-3-carbonitrile